NC1=C(C=2C(=NC(=C(C2)C)C)N1C1=C(C(=CC=C1C)O)C)C(=O)C1=NC2=C(N1)C=CC=C2 (S)-(2-amino-1-(3-hydroxy-2,6-dimethylphenyl)-5,6-dimethyl-1H-pyrrolo[2,3-b]pyridin-3-yl)(1H-benzo[d]imidazol-2-yl)methanone